3-[2,5-Bis(propan-2-yl)thiophen-3-yl]-1-[(1-cyclopropyl-1H-pyrazol-4-yl)[(3R)-1-methylpiperidin-3-yl]sulfamoyl]urea CC(C)C=1SC(=CC1NC(NS(N([C@H]1CN(CCC1)C)C=1C=NN(C1)C1CC1)(=O)=O)=O)C(C)C